I[Si](N([Si](I)(I)I)CCC)(I)I 1,1,1,3,3,3-hexaiodo-2-n-propyldisilazane